(S)-2-((2-((1-ethoxy-3,3-dimethyl-1,3-dihydro-[1,2]oxaborolo[4,3-b]pyridin-5-yl)amino)-5-(3-(pyridin-4-yl)-1,2,4-oxadiazol-5-yl)pyrimidin-4-yl)amino)-2-phenylethan-1-ol C(C)OB1OC(C2=NC(=CC=C21)NC2=NC=C(C(=N2)N[C@H](CO)C2=CC=CC=C2)C2=NC(=NO2)C2=CC=NC=C2)(C)C